ClC1=CC=C(C=C1)C=1NC(=CC1C#N)C(F)(F)F 2-p-chlorophenyl-5-(trifluoromethyl)-pyrrole-3-nitrile